N1(CCOC2C1C1=C(CC2)C=CC=C1)C(=O)C1=CC=2C3=C(C(=NC2C=C1)N)C=NN3C 2,3,4a,5,6,10b-hexahydrobenzo[f][1,4]benzoxazin-1-yl-(4-amino-1-methyl-pyrazolo[4,3-c]quinolin-8-yl)methanone